N'-hydroxy-5-methyl-thiophene-2-carboxamidine ON=C(N)C=1SC(=CC1)C